BrC1=CC(=C(C(=C1)F)C(C)=O)F 1-(4-bromo-2,6-difluoro-phenyl)ethanone